C(CC(C)C)C1=NC(=NN1)C1=C(C2=C(N=C1)SC(=C2)C2=CN=CS2)NC(C)C 5-(5-isopentyl-1H-1,2,4-triazol-3-yl)-N-isopropyl-2-(thiazol-5-yl)thieno[2,3-b]pyridin-4-amine